cyclopentylbicyclo[1.1.1]pentan-1-ylcarbamate C1(CCCC1)OC(NC12CC(C1)C2)=O